C1OC2=C(C3=C(C=CC=4C5=CC=C(C(=C5CN(C34)C)O)OC)C=C2)O1 3-(methylenedioxy)-5-methyl-7-hydroxy-8-methoxybenzo[c]-phenanthridine